C(C)(C)(C)N(C(C)(C)C)[SiH3] di-tert-butylaminosilane